Methyl 2-[1-(cyclobutyl-methyl)-1H-pyrazol-4-yl]-5-[({1-[2-fluoro-4-(trifluoromethyl) phenyl]cyclopropyl}carbonyl) amino]benzoate C1(CCC1)CN1N=CC(=C1)C1=C(C(=O)OC)C=C(C=C1)NC(=O)C1(CC1)C1=C(C=C(C=C1)C(F)(F)F)F